C(CCC)[Sn](C(=C)CCCC)(CCCC)CCCC Tributyl-(1-hexen-2-yl)stannane